C(CCC)(=O)OCCC1=CC=CC=C1 benzyl-methanol butyrate